C(C)N([C@H]1CN(CC1)C1=NN(C2=C1C=NC(=C2)NC(C)=O)C2=NC(=CN=C2)C(C)(F)F)CC (R)-N-(3-(3-(diethyl-amino)pyrrolidin-1-yl)-1-(6-(1,1-difluoroethyl)pyrazin-2-yl)-1H-pyrazolo[4,3-c]pyridin-6-yl)acetamide